C(C)(=O)O[C@H](C[C@H](C(C)C)NC)C=1SC=C(N1)C(=O)N[C@H](C[C@@H](C(=O)OCC=C)C)CC1=CC=CC=C1 (2S,4R)-allyl 4-(2-((1R,3R)-1-acetoxy-4-methyl-3-(methylamino)pentyl)thiazole-4-carboxamido)-2-methyl-5-phenylpentanoate